BrC=1C=C(C=NC1N1N=NC=C1)NC(=O)C=1C=NN(C1C(F)(F)F)C1=C2C=CC=NC2=CC=C1 N-(5-bromo-6-(1H-1,2,3-triazol-1-yl)pyridin-3-yl)-1-(quinolin-5-yl)-5-(trifluoromethyl)-1H-pyrazole-4-carboxamide